6-{2-[(oxan-4-yl)amino]-5-(propan-2-yl)pyrimidin-4-yl}-2-[2-oxo-2-(1,2,3,4-tetrahydroisoquinolin-2-yl)ethyl]-2,3-dihydro-1H-isoindol-1-one O1CCC(CC1)NC1=NC=C(C(=N1)C1=CC=C2CN(C(C2=C1)=O)CC(N1CC2=CC=CC=C2CC1)=O)C(C)C